2,2-difluoroethylene FC(=C)F